C(C)ON1CCC1 ethoxyazetidin